C12CN(CC(CCC1)N2)C=2OC1=C(N2)C=C(C=C1C=1SC=CN1)C(=O)OCC ethyl 2-(3,9-diazabicyclo[3.3.1]nonan-3-yl)-7-(thiazol-2-yl)benzo[d]oxazole-5-carboxylate